N5-(4'-(difluoromethyl)-[1,1'-biphenyl]-3-yl)-N5-methylpyrido[3,2-e][1,2,4]triazolo[4,3-a]pyrimidine-2,5-diamine FC(C1=CC=C(C=C1)C1=CC(=CC=C1)N(C1=NC=2N(C3=C1C=CC(=N3)N)C=NN2)C)F